C(C=C)(=O)OCCC[Si](OCCC)(OCCC)C acryloxypropylmethyldipropoxysilane